(Z)-7,8-diethoxy-5-(2-(1-ethoxy-1-oxoprop-2-ylidene)hydrazino)quinoline-2,4-dicarboxylic acid dipropyl ester C(CC)OC(=O)C1=NC2=C(C(=CC(=C2C(=C1)C(=O)OCCC)N\N=C(/C(=O)OCC)\C)OCC)OCC